CC1(C(C(=CC2(CN(C2)C(=O)C2CC3=C(CCC2)C=CC=C3)C1)C#N)=O)C 8,8-dimethyl-7-oxo-2-(6,7,8,9-tetrahydro-5H-benzo[7]annulene-6-carbonyl)-2-azaspiro[3.5]non-5-ene-6-carbonitrile